C(C)C1OCCN(C1)CC(=O)NC=1C=C(C(=NC1)C)NC(=O)C=1C=NN2C1SC(=C2)C=2C(=NC=CC2)OC N-(5-(2-(2-ethylmorpholino)acetamido)-2-methylpyridin-3-yl)-2-(2-methoxypyridin-3-yl)pyrazolo[5,1-b]thiazole-7-carboxamide